4-fluoro-N-((3S,10R,13S)-17-(4-fluoro-1H-imidazol-1-yl)-10,13-dimethyl-2,3,4,7,8,9,10,11,12,13,14,15-dodecahydro-1H-cyclopenta[a]phenanthren-3-yl)benzamide FC1=CC=C(C(=O)N[C@H]2CC[C@@]3(C4CC[C@@]5(C(=CCC5C4CC=C3C2)N2C=NC(=C2)F)C)C)C=C1